6'-(((1S,3S)-3-(Benzo[d]oxazol-2-ylamino)cyclopentyl)amino)-2H-[1,3'-bipyridin]-2-one O1C(=NC2=C1C=CC=C2)N[C@@H]2C[C@H](CC2)NC2=CC=C(C=N2)N2C(C=CC=C2)=O